C(C)OC(=O)C1(NN(C=C1)C1CC1)C(F)F 1-cyclopropyl-3-(difluoromethyl)-1H-pyrazole-carboxylic acid ethyl ester